N-((3S,4S)-3-((7-(2,6-dichloro-3,5-dimethoxyphenyl)-5-(3-methoxyazetidin-1-yl)-2,6-naphthyridin-3-yl)amino)tetra-hydro-2H-pyran-4-yl)acrylamide ClC1=C(C(=C(C=C1OC)OC)Cl)C1=NC(=C2C=C(N=CC2=C1)N[C@@H]1COCC[C@@H]1NC(C=C)=O)N1CC(C1)OC